4-[[3-(2-Chloropyrimidin-4-yl)-4-pyridyl]sulfanyl]-3-fluoro-aniline ClC1=NC=CC(=N1)C=1C=NC=CC1SC1=C(C=C(N)C=C1)F